C(C)(=O)C=1C=C(C=C2C(C(=C(OC12)C1CC1)C)=O)C 8-acetyl-2-cyclopropyl-3,6-dimethyl-chromen-4-one